C(C=C)(=O)NC=1C(=NN(C1)C(C)C)C1=NC=2C(=NC=CC2C2=CC(=C(CNC(=O)C3=NC(=NO3)C(C)(C)C)C=C2)F)N1 N-(4-(2-(4-Acrylamido-1-isopropyl-1H-pyrazol-3-yl)-3H-imidazo[4,5-b]pyridin-7-yl)-2-fluorobenzyl)-3-(tert-butyl)-1,2,4-oxadiazole-5-carboxamide